NCC=1C=C(C=CC1)C[C@H](C(=O)OC(C)(C)C)[C@@H]1CN(CC1)C(=O)OC(C)(C)C tert-butyl (R)-3-((S)-3-(3-(aminomethyl)phenyl)-1-(tert-butoxy)-1-oxopropan-2-yl)pyrrolidine-1-carboxylate